FC(C1=C(OC=2C3=C(N=C(N2)CO)CN(CC3)C(=O)OC(C)(C)C)C=CC(=C1)F)F tert-butyl 4-[2-(difluoromethyl)-4-fluorophenoxy]-2-(hydroxymethyl)-5H,6H,7H,8H-pyrido[3,4-d]pyrimidine-7-carboxylate